2-(allyloxy)-3,4-difluorobenzene C(C=C)OC1=CC=CC(=C1F)F